CC1=CC=C(C=C1)N1C(C2=C(C1(C1=CC=C(C=C1)OC#N)C1=CC=C(C=C1)OC#N)C=CC=C2)=O 2-(4-methylphenyl)-3,3-bis(4-cyanatophenyl)benzo[C]pyrrolidone